6-[(2Z)-3,7-dimethylocta-2,6-dienyl]-7-hydroxy-5-methoxy-2-(2-phenylethyl)-3H-isoindol-1-one C/C(=C/CC1=C(C=C2CN(C(C2=C1O)=O)CCC1=CC=CC=C1)OC)/CCC=C(C)C